N-((3S,5R,8R,9S,10S,13R,14S,17R)-14-hydroxy-10,13-dimethyl-17-(5-oxo-2,5-dihydrofuran-3-yl)hexadecahydro-1H-cyclopenta[a]phenanthren-3-yl)piperazine-1-carboxamide O[C@]12[C@@H]3CC[C@@H]4C[C@H](CC[C@@]4([C@H]3CC[C@@]2([C@H](CC1)C=1COC(C1)=O)C)C)NC(=O)N1CCNCC1